B([O-])([O-])[O-].[IH2+].[IH2+].[IH2+] iodonium borate salt